Cl.NC[C@@H]1CC[C@H](CC1)C(=O)N1OCC[C@H]1C=1C=C(C#N)C=C(C1)F 3-((S)-2-(trans-4-(aminomethyl)cyclohexane-1-carbonyl)isoxazolidin-3-yl)-5-fluorobenzonitrile hydrochloride